OCC1CCC(CC1)(O)C 4-(hydroxymethyl)-1-methylcyclohexane-1-ol